C(C)C1=CC(=C(C=C1)NC=1C(=C(C=NC1)CC1=C(C(=NC=C1)N)F)C)F 4-({5-[(4-ethyl-2-fluorophenyl)amino]-4-methylpyridin-3-yl}methyl)-3-fluoropyridin-2-amine